(12aR)-8-chloro-9-(2-chloro-6-hydroxyphenyl)-10-fluoro-3,4,12,12a-tetrahydro-6H-pyrazino[2,1-c][1,4]benzoxazepine-2(1H)-carboxylic acid tert-butyl ester C(C)(C)(C)OC(=O)N1C[C@@H]2COC3=C(CN2CC1)C=C(C(=C3F)C3=C(C=CC=C3O)Cl)Cl